N-hydroxypyrimidine-5-carboxylate ON1CN=CC(=C1)C(=O)[O-]